Tert-butyl (2R)-4-(3,5-dibromo-4-cyanopyrazol-1-yl)-2-(methoxymethyl)pyrrolidine-1-carboxylate BrC1=NN(C(=C1C#N)Br)C1C[C@@H](N(C1)C(=O)OC(C)(C)C)COC